2-(3,4-dimethoxyphenyl)-4-[[phenylmethylsulfonyl]oxy]-5-amino-3(2H)-furanone COC=1C=C(C=CC1OC)C1OC(=C(C1=O)OS(=O)(=O)CC1=CC=CC=C1)N